4-((S)-3-amino-3-methylpyrrolidin-1-yl)-6-cyano-5-(3,5-difluorophenyl)-N-((S)-1-(pyridin-2-yl)ethyl)nicotinamide N[C@@]1(CN(CC1)C1=C(C(=NC=C1C(=O)N[C@@H](C)C1=NC=CC=C1)C#N)C1=CC(=CC(=C1)F)F)C